2-chloro-4-amino-1,3,5-triazinyl-titanium dioxide [O-2].[O-2].ClC1=NC(=NC(=N1)N)[Ti+4]